Phenyl-[bis(carbazolyl)][phenyl-(biphenylyl)triazineyl]indenocarbazole C1(=CC=CC=C1)C=1C(=C(C(=C2C=C3C(=CC=C4C=5C=CC=CC5N=C34)C12)C1=NN=NC(=C1C1=C(C=CC=C1)C1=CC=CC=C1)C1=CC=CC=C1)C1=CC=CC=2C3=CC=CC=C3NC12)C1=CC=CC=2C3=CC=CC=C3NC12